7-((4-bromo-2-thienyl)imino)-4-methylcoumarin BrC=1C=C(SC1)N=C1C=CC2=C(CC(OC2=C1)=O)C